C(C)(C)(C)OC(=O)N[C@@H](CC(=O)OCC)C=1C=C(C=C(C1F)C)C1=C(C=CC=C1C)OC (S)-ethyl 3-(tert-butoxycarbonylamino)-3-(4-fluoro-2'-methoxy-5,6'-dimethylbiphenyl-3-yl)propanoate